FC1=C(CN(C(C(CC)(C)C)=O)CC)C=CC(=C1)F N-(2,4-difluorobenzyl)-N-ethyl-2,2-dimethylbutanamide